Vinyl-dimethyl-fluorosilane C(=C)[Si](F)(C)C